menthandiol C1(C(CC(CC1)C(C)C)O)(C)O